methyl (E)-3-(3-(4,6-bis(trifluoromethyl)pyridin-2-yl)-1H-1,2,4-triazol-1-yl)-2-(Pyrimidin-5-yl)acrylate FC(C1=CC(=NC(=C1)C(F)(F)F)C1=NN(C=N1)/C=C(/C(=O)OC)\C=1C=NC=NC1)(F)F